O1C2=C(OCC1)C=C(C=C2)C2=C1C=CN(C1=CC=C2)C2=CC(=C(CN1[C@H](C[C@H](C1)O)C(=O)O)C(=C2)OC)OC (2R,4R)-1-(4-(4-(2,3-dihydrobenzo[b][1,4]dioxin-6-yl)-1H-indol-1-yl)-2,6-dimethoxybenzyl)-4-hydroxypyrrolidine-2-carboxylic acid